N-{4-[(7R or S)-7-(cyclopropylmethyl)-5-methyl-4-oxo-3-(1,3-thiazol-4-ylamino)-4,5,6,7-tetrahydro-1H-pyrrolo[3,2-c]pyridin-2-yl]pyridin-2-yl}-2-(4-fluorophenyl)acetamide C1(CC1)C[C@H]1C2=C(C(N(C1)C)=O)C(=C(N2)C2=CC(=NC=C2)NC(CC2=CC=C(C=C2)F)=O)NC=2N=CSC2 |o1:4|